methyl-5-phenylpentan-1-ol CC(CCCCC1=CC=CC=C1)O